C(C(C)C)C1=C(C=CC=2N(C(=NC21)OC)C(=O)N)C2CCN(CC2)C iso-Butyl-2-methoxy-5-(1-methylpiperidin-4-yl)-1H-benzo[d]imidazole-1-carboxamide